C1(=C2C=C3C(=CC=C4C=5C=CC=CC5C=C34)C2=CC=C1N)N Indenofluorendiamine